2-fluoro-8-methyl-8-(1H-pyrazol-3-yl)-7,8-dihydro-6H-cyclopenta[e]pyrazolo[1,5-a]pyrimidine-6-carboxylic acid methyl ester COC(=O)C1CC(C2=C1C=NC=1N2N=C(C1)F)(C1=NNC=C1)C